7-(trifluoromethyl)-1,2-dihydro-1,8-naphthyridin-4-ylmethanesulfonate FC(C1=CC=C2C(=CCNC2=N1)CS(=O)(=O)[O-])(F)F